3-{4-[({2-[(2-Isopropylphenyl)imino]-1,3-thiazinan-3-yl}imino)methyl]phenyl}-N-methyl-1-[4-(pentafluoroethoxy)phenyl]-1H-1,2,4-triazol-5-amin C(C)(C)C1=C(C=CC=C1)N=C1SCCCN1N=CC1=CC=C(C=C1)C1=NN(C(=N1)NC)C1=CC=C(C=C1)OC(C(F)(F)F)(F)F